CN1CCN(CC1)CCCOC1=C(C=C2C(C(C=NC2=C1)C#N)=O)OC 7-(3-(4-methylpiperazino)-1-propoxy)-4-keto-6-methoxyquinoline-3-carbonitrile